N-(1-(4-chlorophenyl)-2,2,2-trifluoroethyl)-N-methylimidazo[1,2-a]pyridine-7-sulfonamide ClC1=CC=C(C=C1)C(C(F)(F)F)N(S(=O)(=O)C1=CC=2N(C=C1)C=CN2)C